NC1=NC(=NC(=N1)NC)NCCC1=CC=CC=C1 2-amino-4-methylamino-6-phenethylamino-1,3,5-triazine